ClCC(=O)C1=CC=CC=2OCOCC21 2-chloro-1-(benzo[d][1,3]dioxan-5-yl)ethan-1-one